C(C)(C)(C)OC(=O)N1C(CC=CC1)C1=CC(=C(C=C1)F)OCC=1C=C2C=NN(C2=CC1)C (4-fluoro-3-((1-methyl-1H-indazol-5-yl)methoxy)phenyl)-3,6-dihydropyridine-1(2H)-carboxylic acid tert-butyl ester